NC=1C(=NC(=CN1)C1=CC(=C2CCN(CC2=C1)C)C)OC=1C=NN(C1)C(CC#N)(C)C 3-(4-(3-amino-6-(2,5-dimethyl-1,2,3,4-tetrahydroisoquinolin-7-yl)pyrazin-2-yloxy)-1H-pyrazol-1-yl)-3-methylbutanenitrile